NC1=C(C(=O)NC23CC(C2)(C3)C(C)(C)O)C=C(C=N1)C1=CC=C(C=C1)C13CN(CC3C1)C1CCOCC1 2-amino-N-(3-(2-hydroxypropan-2-yl)bicyclo[1.1.1]pent-1-yl)-5-(4-(3-(tetrahydro-2H-pyran-4-yl)-3-azabicyclo[3.1.0]hex-1-yl)phenyl)nicotinamide